O=C1CN(CCC1)C(=O)[O-] 3-oxopiperidine-1-carboxylate